C(#N)C1=C(C=CC(=C1)F)N[C@H]1CN(CC1)C(=O)OC(C)(C)C (R)-tert-butyl 3-((2-cyano-4-fluorophenyl)amino)pyrrolidine-1-carboxylate